N-(4-menthoxyphenyl)-p-menthane-3-carboxamide C1(CC(C(CC1)C(C)C)OC1=CC=C(C=C1)NC(=O)C1CC(CCC1C(C)C)C)C